Cl.FC1=C(C=CC(=C1)F)C1=CC(=NO1)C(=O)NCC1CCN(CC1)CC1=CC=C(C=C1)C(F)(F)F 5-(2,4-difluorophenyl)-N-((1-(4-(trifluoromethyl)benzyl)piperidin-4-yl)methyl)isoxazole-3-carboxamide hydrochloride